3,3'-dichloro-4,4'-Diaminodiphenylmethane C1=CC(=C(C=C1CC2=CC(=C(C=C2)N)Cl)Cl)N